1-(2,4-dichlorophenyl)-3-methyl-(R,R)-1,2-butanediol ClC1=C(C=CC(=C1)Cl)[C@H]([C@@H](C(C)C)O)O